O1CCN(CC1)C=1C2=C(N=CN1)NC(=C2)C2=CC=C(C=C2)NC=2C=NC(=NC2)N2C[C@@H](CC2)NC(C=C)=O (R)-N-(1-(5-((4-(4-morpholino-7H-pyrrolo[2,3-d]pyrimidin-6-yl)phenyl)amino)pyrimidin-2-yl)pyrrolidin-3-yl)acrylamide